OC=1C(=C(C(=C2C(C(=C(OC12)C1=CC=CC=C1)OC)=O)OC)O)O trihydroxy-3,5-dimethoxyflavone